ethyl cis-2-(((1-(2-fluorophenyl)piperidin-4-yl)oxy)methyl)-3-((methylsulfonyl)amino)piperidine-1-carboxylate FC1=C(C=CC=C1)N1CCC(CC1)OC[C@@H]1N(CCC[C@@H]1NS(=O)(=O)C)C(=O)OCC